18-Fluoro-cholestan-triol FC[C@@]12CC[C@@H]3[C@]4(CCCCC4CC[C@H]3[C@@H]2CC[C@@H]1[C@@H](CCCC(C(O)(O)O)C)C)C